N1,N1'-(propane-1,3-diyl)bis(N1-ethylethane-1,2-diamine) C(CCN(CCN)CC)N(CCN)CC